FC(C1=NN=C(S1)C1=NC=C2N1C=C(C=C2N2C[C@H]1N(CC2)C(CCC1)=O)S(=O)(=O)NC1(COC1)C)F (S)-3-(5-(difluoromethyl)-1,3,4-thiadiazol-2-yl)-N-(3-methyloxetan-3-yl)-8-(6-oxooctahydro-2H-pyrido[1,2-a]pyrazin-2-yl)imidazo[1,5-a]pyridine-6-sulfonamide